CC(CC(=O)O)CCC(C)C 3,6-dimethylheptanoic acid